2,2,3,3,4-pentafluoro-4-pentenoic acid FC(C(=O)O)(C(C(=C)F)(F)F)F